C(C1=CC=CC=C1)(=O)C=1C(OC2=CC=CC=C2C1)=O BENZOYL-COUMARIN